C(C(C)(C)C)(=O)OCC1=C(C=CC(=C1)C(C1=C(C=2N(C=C1)C(=NN2)C(F)(F)F)C)O)C 5-(hydroxy(8-methyl-3-(trifluoromethyl)-[1,2,4]triazolo[4,3-a]pyridin-7-yl)methyl)-2-methylbenzyl pivalate